ClC1=CC=C(C=C1)C=C 1-chloro-4-vinyl-benzene